CC=1C(=NC(=C(C(=O)O)C1C(COC(C)=O)=O)N(C([2H])([2H])[2H])C(=O)OC(C)(C)C)Br Methyl-4-(2-Acetoxyacetyl)-6-bromo-2-((tert-butoxycarbonyl)(methyl-d3)amino)nicotinic acid